1,5-anhydro-2,3-dideoxy-3-[6-{[3-fluoro-4-({[(2R)-oxolan-2-yl]methyl}carbamoyl)phenyl]methyl}-4-oxo-8,9-dihydro-2H-furo[2,3-h][1,3]benzoxazin-3(4H)-yl]-L-threo-pentitol FC=1C=C(C=CC1C(NC[C@@H]1OCCC1)=O)CC=1C2=C(C3=C(C(N(CO3)[C@H]3CCOC[C@@H]3O)=O)C1)CCO2